BrC1=C(C(=C(C(=C1F)[2H])Cl)[2H])F 2-bromo-5-chloro-1,3-difluorobenzene-4,6-d2